ClC1=C(C=C(C=C1)OCC(C)C)C1=CC=C(C(=N1)OC1=C(C=C(C=C1C)C)C)C(=O)NS(=O)(=O)C=1C(NC=CC1)=O 6-(2-Chloro-5-isobutoxyphenyl)-N-[(2-oxo-1H-pyridin-3-yl)sulfonyl]-2-(2,4,6-trimethylphenoxy)pyridin-3-carboxamid